[Na+].C(=O)([O-])CC[Si](O)(O)O carboxyethylsilanetriol, sodium salt